4-(2-methyl-4-pyridinyl)-N-[4-(3-pyridinyl)phenyl]benzeneacetamide CC1=NC=CC(=C1)C1=CC=C(C=C1)CC(=O)NC1=CC=C(C=C1)C=1C=NC=CC1